FC(OC1=NC(=CC=C1N1CC2(CC1=O)CCN(CC2)C(=O)OC(C)(C)C)C)F tert-butyl 2-(2-(difluoromethoxy)-6-methylpyridin-3-yl)-3-oxo-2,8-diazaspiro[4.5]decane-8-carboxylate